FC(C(=O)N1CC2=CC=CC(=C2CC1)F)(F)F 2,2,2-trifluoro-1-(5-fluoro-3,4-dihydro-1H-isoquinolin-2-yl)ethanone